(S)-1-(3-methoxy-4-(4-methyl-1H-imidazol-1-yl)benzoyl)-N-(2-(methylthio)phenyl)pyrrolidine-2-carboxamide COC=1C=C(C(=O)N2[C@@H](CCC2)C(=O)NC2=C(C=CC=C2)SC)C=CC1N1C=NC(=C1)C